N-(4-fluorophenyl)-2-(4-(4-hydroxy-3-methoxyphenyl)-3-methyl-2-oxo-6-(trifluoromethyl)-2,3-dihydro-1H-benzo[d]imidazol-1-yl)acetamide FC1=CC=C(C=C1)NC(CN1C(N(C2=C1C=C(C=C2C2=CC(=C(C=C2)O)OC)C(F)(F)F)C)=O)=O